2-(1H-imidazol-1-yl)-6-(1-isopropyl-1H-pyrazol-4-yl)-N-((1r,4r)-4-(2-methoxyethoxy)cyclohexyl)isonicotinamide N1(C=NC=C1)C=1C=C(C(=O)NC2CCC(CC2)OCCOC)C=C(N1)C=1C=NN(C1)C(C)C